N[C@@H]1CN(CC[C@H]1F)C1=NC2=C(N1CC=1C=C(C#N)C=CC1)C=C(C(=C2)F)F 3-((2-((3r,4r)-3-amino-4-fluoro-1-piperidinyl)-5,6-difluoro-1H-benzoimidazol-1-yl)methyl)benzonitrile